1-(1-(3-((tert-butoxycarbonyl) amino) pyrrolidin-1-yl)-6-p-toluenesulfonyl-1,6-dihydroimidazo[4,5-d]pyrrolo[2,3-b]pyridin-2-yl) acetate C(C)(=O)OC1=NC=2C(=C3C(=NC2)N(C=C3)S(=O)(=O)C3=CC=C(C)C=C3)N1N1CC(CC1)NC(=O)OC(C)(C)C